benzyl (2S,3R)-3-({2-[(tert-butoxycarbonyl)amino]-1,3-thiazol-5-yl}methyl)-1-[tert-butyl(dimethyl)silyl]-4-oxoazetidine-2-carboxylate C(C)(C)(C)OC(=O)NC=1SC(=CN1)C[C@@H]1[C@H](N(C1=O)[Si](C)(C)C(C)(C)C)C(=O)OCC1=CC=CC=C1